C(CN(CC(=O)[O-])CC(=O)[O-])N(CCN(CC(=O)[O-])CC(=O)[O-])CC(=O)[O-].[Na+].[Na+].[Na+].[Na+].[Na+] Diethylenetriaminepentaacetic acid pentasodium salt